(2S,4R)-2-carbamoyl-4-fluoropyrrolidine-1-carboxylic acid tert-butyl ester C(C)(C)(C)OC(=O)N1[C@@H](C[C@H](C1)F)C(N)=O